C\C(=C/CN1N=NC(=C1)CC(C)(P([O-])([O-])=O)P([O-])([O-])=O)\CCC=C(C)C.[Na+].[Na+].[Na+].[Na+] Sodium (E)-(1-(1-(3,7-dimethylocta-2,6-dien-1-yl)-1H-1,2,3-triazol-4-yl)propane-2,2-diyl)bis(phosphonate)